Benzyl (4-((neopentylimino)methyl)pyrimidin-2-yl)carbamate C(C(C)(C)C)N=CC1=NC(=NC=C1)NC(OCC1=CC=CC=C1)=O